O=C1C(=CC(=CN1)C=O)C(F)(F)F 6-oxo-5-(trifluoromethyl)-1,6-dihydropyridin-3-carbaldehyde